2-chloro-N-(5-chloro-2-nitrophenyl)acetamide ClCC(=O)NC1=C(C=CC(=C1)Cl)[N+](=O)[O-]